(2R,3R,4S,5S)-2-(acetoxymethyl)-5-(2,4-dioxo-1-(tetrahydro-2H-pyran-4-yl)-1,2,3,4-tetrahydropyrimidin-5-yl)tetrahydrofuran-3,4-diacetate C(C)(=O)OC[C@@H]1O[C@@H]([C@H]([C@H]1CC(=O)[O-])CC(=O)[O-])C=1C(NC(N(C1)C1CCOCC1)=O)=O